1-(4-(8-((2,3,6-trifluoro-4-((1-methyl-1H-benzo[d][1,2,3]triazol-5-yl)oxy)phenyl)amino)pyrimido[5,4-d]pyrimidin-2-yl)piperazin-1-yl)prop-2-en-1-one FC1=C(C(=CC(=C1F)OC1=CC2=C(N(N=N2)C)C=C1)F)NC1=NC=NC2=C1N=C(N=C2)N2CCN(CC2)C(C=C)=O